CC=1N=C2N(C=C(C=C2C)C=2C=CC(=NC2CC)N2CCC(CC2)N2CC3(C2)OCCNC3)C1 2-[1-[5-(2,8-dimethylimidazo[1,2-a]pyridin-6-yl)-6-ethyl-2-pyridyl]-4-piperidyl]-5-oxa-2,8-diazaspiro[3.5]nonane